FC(C1(CCN(CC1)C(=O)OCC1=CC=CC=C1)O)F benzyl 4-(difluoromethyl)-4-hydroxypiperidine-1-carboxylate